[2-[(tert-Butyldimethylsilyl)oxy]ethyl]-3-methoxypyrazin-2-amine [Si](C)(C)(C(C)(C)C)OCCC=1N=C(C(=NC1)N)OC